OC12C(OP(OC1)OC2)C 4-Hydroxy-methyl-1-phospha-2,6,7-trioxabicyclo[2.2.2]octan